chloro-N-methyl-N-(6-(2-morpholinopyrimidin-5-yl)pyridin-2-yl)-[1,2,4]triazolo[4,3-a]quinazolin-5-amine ClC1=NN=C2N1C1=CC=CC=C1C(=N2)N(C2=NC(=CC=C2)C=2C=NC(=NC2)N2CCOCC2)C